4,4'-((3-fluoro-4-methoxyphenyl)methylene)bis(2,6-diiodophenol) FC=1C=C(C=CC1OC)C(C1=CC(=C(C(=C1)I)O)I)C1=CC(=C(C(=C1)I)O)I